3,4-diphenyl-sulfonyl-1,2,5-oxadiazole-2-oxide C1(=CC=CC=C1)S(=O)(=O)C1=[N+](ON=C1S(=O)(=O)C1=CC=CC=C1)[O-]